(3R)-3-amino-5-[(4-chlorophenyl)methyl]-7-(3-ethyl-1,2,4-triazol-1-yl)-8-fluoro-1,1-dioxo-2,3-dihydro-1λ6,5-benzothiazepine-4-one N[C@H]1CS(C2=C(N(C1=O)CC1=CC=C(C=C1)Cl)C=C(C(=C2)F)N2N=C(N=C2)CC)(=O)=O